dimorpholinodiethyl ether C1COCCN1CCOCCN2CCOCC2